BrC=1N=CN(C1)C=1C=CC(=NC1)N1C[C@@H](CC1)N(C)C (R)-1-(5-(4-Bromo-1H-imidazol-1-yl)pyridin-2-yl)-N,N-dimethylpyrrolidin-3-amine